BrC=1C=C2N(N=C(C=C2N(C(OC(C)(C)C)=O)CC=2SC=CC2)Cl)C1C tert-butyl (6-bromo-2-chloro-7-methylpyrrolo[1,2-b]pyridazin-4-yl)(thiophen-2-ylmethyl)carbamate